C(CC=C)C1NCCC1 2-(but-3-en-1-yl)pyrrolidin